ClC1=C(C=C(C=C1)F)C1NC(C2=C3C=CC=NC3=CC(=C21)C2=C(C(=O)N)C=C(C=C2F)C(F)(F)F)=O (3-(2-chloro-5-fluorophenyl)-1-oxo-2,3-dihydro-1H-pyrrolo[3,4-f]quinolin-4-yl)-3-fluoro-5-(trifluoromethyl)benzamide